FC(C1=CC=2N(C3=CC=CC=C3SC2C=C1)CCCN)(F)F 3-(2-(trifluoromethyl)-10H-phenothiazin-10-yl)propan-1-amine